bis(ethylcyclopentadienyl)(diethyl-acetamido)lanthanum C(C)C1(C=CC=C1)[La](NC(C(CC)CC)=O)C1(C=CC=C1)CC